8-Methyl-N-[(4-methyl-1,2,5-oxadiazol-3-yl)methyl]-2-(pyridin-2-ylmethyl)-4,5-dihydro-2H-furo[2,3-g]indazol-7-carboxamid CC1=C(OC=2CCC3=CN(N=C3C21)CC2=NC=CC=C2)C(=O)NCC2=NON=C2C